C12(C(C1)C(=O)N)CC1CCC(C2)N1 8-azaspiro[bicyclo[3.2.1]octane-3,1'-cyclopropane]-2'-carboxamide